ClC1=CC=C(C=C1)C1N=C(NC1C1=CC=C(C=C1)Cl)C1=C(C=C(C=C1)OC)OC(C)C 4,5-bis(4-chlorophenyl)-2-(4-methoxy-2-propan-2-yloxyphenyl)-4,5-dihydroimidazole